(ethane-1,2-diyl)bis(ethane-1,2-diamine) C(CC(CN)N)C(CN)N